N,N-bis(2-hydroxyethyl)-N'-phenyl-1,3-phenylenediamine OCCN(C1=CC(=CC=C1)NC1=CC=CC=C1)CCO